BrC1=CC=C2C(=NN(C2=C1)CC1=CC=C(C=C1)OC)C(C(F)(F)F)(C)O 2-[6-Bromo-1-[(4-methoxyphenyl)methyl]indazol-3-yl]-1,1,1-trifluoro-propan-2-ol